C12(CC3CC(CC(C1)C3)C2)N(CCCCCCC(=O)NC2=CC=C(C=C2)C2C(NC(CC2)=O)=O)C 7-((adamantan-1-yl)(methyl)amino)-N-(4-(2,6-dioxopiperidin-3-yl)phenyl)heptanamide